N=1N=C(N2C1C=CC=C2)NC(CCCC2CCN(CC2)C2=C(C=CC=C2)C#N)=O N-([1,2,4]triazolo[4,3-a]pyridin-3-yl)-4-(1-(2-cyanophenyl)piperidin-4-yl)butanamide